tert-butyl 8-(6-methylpyridin-3-yl)-1,3,4,5-tetrahydro-2H-pyrido[4,3-b]indole-2-carboxylate CC1=CC=C(C=N1)C1=CC=2C3=C(NC2C=C1)CCN(C3)C(=O)OC(C)(C)C